(2-propenyl)-phenol C(C=C)C1=C(C=CC=C1)O